O=C1N(CC2=CC(=CC=C12)C1=NC2=CC=CC=C2N=C1)C1C(NC(CC1)=O)=O 3-[1-oxo-5-(quinoxalin-2-yl)-2,3-dihydro-1H-isoindol-2-yl]piperidine-2,6-dione